3-(hydroxy(4-propoxyphenyl)methyl)-5,7-dimethylisobenzofuran-1(3H)-one OC(C1OC(C2=C(C=C(C=C12)C)C)=O)C1=CC=C(C=C1)OCCC